N-[(1R,3R,4aS,9aR)-3-[2-[(3-fluorophenyl)methylamino]-2-oxoethyl]-1-(hydroxymethyl)-3,4,4a,9a-tetrahydro-1H-pyrano[3,4-b]benzofuran-6-yl]-1,3-benzodioxole-5-carboxamide FC=1C=C(C=CC1)CNC(C[C@H]1C[C@@H]2[C@@H](OC3=C2C=C(C=C3)NC(=O)C3=CC2=C(OCO2)C=C3)[C@H](O1)CO)=O